tert-Butyl 5-methoxy-4-((2-(4-(methoxycarbonyl)-3-(methylamino)phenyl)piperidin-1-yl)methyl)-7-methylindole-1-carboxylate COC=1C(=C2C=CN(C2=C(C1)C)C(=O)OC(C)(C)C)CN1C(CCCC1)C1=CC(=C(C=C1)C(=O)OC)NC